N-(4-(4-amino-5-(3-fluoro-4-((4-methylpyrimidin-2-yl)oxy)phenyl)-7-methyl-7H-pyrrolo[2,3-d]pyrimidin-6-yl)-3-fluorophenyl)methacrylamide NC=1C2=C(N=CN1)N(C(=C2C2=CC(=C(C=C2)OC2=NC=CC(=N2)C)F)C2=C(C=C(C=C2)NC(C(=C)C)=O)F)C